FC(CCC1N(S(C2=C(N(C1)C1=CC=C(C=C1)F)C=C(C(=C2)OCC2(CC2)P(OCC)(OCC)=O)C(F)(F)F)(=O)=O)C)(C)F diethyl (1-(((3-(3,3-difluorobutyl)-5-(4-fluorophenyl)-2-methyl-1,1-dioxido-7-(trifluoromethyl)-2,3,4,5-tetrahydrobenzo[f][1,2,5]thiadiazepin-8-yl)oxy)methyl)cyclopropyl)phosphonate